Succinimidyl 6-[β-Maleimidopropionamido]hexanoate C1(C=CC(N1CCC(=O)NCCCCCC(=O)ON1C(CCC1=O)=O)=O)=O